N1=CC=C(C=C1)CCN 4-pyridineethaneamine